O=C1NC(CCC1N1C(N(C2=C1C=CC=C2CCCOCCNC(OC(C)(C)C)=O)C)=O)=O Tert-butyl N-[2-[3-[1-(2,6-dioxo-3-piperidyl)-3-methyl-2-oxo-benzimidazol-4-yl]propoxy]ethyl]carbamate